benzyl (2-(3-((4-((8-cyclopentyl-7-oxo-7,8-dihydropyrido[2,3-d]pyrimidin-2-yl)amino)piperidin-1-yl)sulfonyl)phenoxy)ethyl)carbamate C1(CCCC1)N1C(C=CC2=C1N=C(N=C2)NC2CCN(CC2)S(=O)(=O)C=2C=C(OCCNC(OCC1=CC=CC=C1)=O)C=CC2)=O